ClC=1C=C(C=CC1F)[C@@H](NC(=O)[C@@H]1CNC(O1)=O)C=1C=NC=C(C1)Cl (S)-N-((R)-(3-chloro-4-fluorophenyl)(5-chloropyridin-3-yl)methyl)-2-oxo-oxazolidine-5-carboxamide